BrC=1C2=C(SC1C(F)(F)P(OCC)(OCC)=O)C=CC(=C2)C=O diethyl ((3-bromo-5-formylbenzo[b]thiophen-2-yl)difluoromethyl)phosphonate